ClC1=CC(=C(CN2C[C@@H](N(C[C@H]2C)C=2C=3N=C(N(C3N3C(N2)=NN=C3)C[C@H]3OCCC3)C)C)C(=C1)F)F 4-((2S,5R)-4-(4-chloro-2,6-difluorobenzyl)-2,5-dimethylpiperazin-1-yl)-2-methyl-1-(((S)-tetrahydrofuran-2-yl)methyl)-1H-[1,2,4]triazolo[3,4-b]purine